N-Butyllactamide C(CCC)NC(C(O)C)=O